[Ir+3].C1(=CC=CC2=CC=CC=C12)C1=NC(=NC(=C1)C1=CC=CC2=CC=CC=C12)C(C(C(C)(C)C)=O)(C(C(C)(C)C)=O)C1=NC(=CC(=N1)C1=CC=CC2=CC=CC=C12)C1=CC=CC2=CC=CC=C12 bis[4,6-di(naphthalen-1-yl)pyrimidinyl](dipivaloylmethane) iridium (III)